C(=C)C(C1=CC=CC=C1)P(O)(O)=O Vinylbenzylphosphonic Acid